Cl.N[C@@H]1CC[C@H](OC1)CNS(=O)(=O)CCO N-(((2S,5R)-5-aminotetrahydro-2H-pyran-2-yl)methyl)-2-hydroxyethane-1-sulfonylamine hydrochloride